N1=CC(=CC=C1)C1=CN=C2N1N=C(C=C2)C=2C=C(C=CC2)NC(C)=O N-(3-(3-(Pyridin-3-yl)imidazo[1,2-b]pyridazin-6-yl)phenyl)acetamide